3-dodecyl-1H-1,2,4-triazole C(CCCCCCCCCCC)C1=NNC=N1